N[C@H]1CCCC[C@H]2N(C1=O)CCC2 (3S,6S,10aR)-6-amino-5-oxodecahydropyrrolo[1,2-a]azocine